C(C)(C)(C)OC(=O)N[C@H](C(=O)NC(C(=O)O)CCCC)CC1=CC(=C(C=C1)O)O 2-[(2S)-2-[(tert-butoxycarbonyl)amino]-3-(3,4-dihydroxyphenyl)propanamido]hexanoic acid